2-(4,5-dihydrofuran-3-yl)-4,4,5,5-tetramethyl-1,3,2-dioxaborolane O1C=C(CC1)B1OC(C(O1)(C)C)(C)C